NCCOCCOCCOCCOCCOCCOC=1C=C(OC2=CC=C(C=N2)C(=O)OC)C=CC1 methyl 6-[3-[2-[2-[2-[2-[2-(2-aminoethoxy)ethoxy] ethoxy]ethoxy]ethoxy]ethoxy]phenoxy]pyridine-3-carboxylate